tert-butyl (S)-4-((S)-2-fluoro-3-hydroxypropyl)-2,2-dimethyloxazolidine-3-carboxylate F[C@@H](C[C@@H]1N(C(OC1)(C)C)C(=O)OC(C)(C)C)CO